C1(CCCCC1)CN1N=CC=2C1=NC(=NC2NC=2N=CN(C2)C2=CC(=C(C(=C2)OC)OC)OC)N2[C@H](CCC2)CO (R)-(1-(1-(cyclohexylmethyl)-4-((1-(3,4,5-trimethoxyphenyl)-1H-imidazol-4-yl)amino)-1H-pyrazolo[3,4-d]pyrimidin-6-yl)pyrrolidin-2-yl)methanol